[4-[2-[[2-(2,6-dioxo-3-piperidyl)-1-oxo-isoindolin-4-yl]amino]ethoxy]-1-piperidyl] Piperidine-1-carboxylate N1(CCCCC1)C(=O)ON1CCC(CC1)OCCNC1=C2CN(C(C2=CC=C1)=O)C1C(NC(CC1)=O)=O